C(#N)C1=CC=2N(N=C1)C(=CC2F)C(=O)O 3-cyano-5-fluoropyrrolo[1,2-b]pyridazine-7-carboxylic acid